(2,4-dimethylfuran-3-yl)methylamine CC=1OC=C(C1CN)C